gamma-terpinen CC=1CC=C(C(C)C)CC1